4-(4-((4-(methylsulfonamido)benzyl)oxy)phenyl)-N-(4-phenylbutyl)-1H-imidazole-1-carboxamide CS(=O)(=O)NC1=CC=C(COC2=CC=C(C=C2)C=2N=CN(C2)C(=O)NCCCCC2=CC=CC=C2)C=C1